2-(6-amino-5-methoxypyridin-2-yl)-6-(2-bromo-4-(trifluoromethyl)phenyl)-3,4-dihydroisoquinolin-1(2H)-one NC1=C(C=CC(=N1)N1C(C2=CC=C(C=C2CC1)C1=C(C=C(C=C1)C(F)(F)F)Br)=O)OC